CN(C)CC=1C(=C(C=CC1)O)CCCCCCCCC [(dimethylamino)methyl]nonylphenol